3-[(2,3-dioxo-1,4-dihydroquinoxalin-6-yl)sulfonyl]propanoate O=C1NC2=CC=C(C=C2NC1=O)S(=O)(=O)CCC(=O)[O-]